2-methylene-4-oxo-pentanoic acid C=C(C(=O)O)CC(C)=O